(5-amino-1-{6-[(2,6-difluorophenyl)oxy]-4-methylpyridin-3-yl}pyrazol-4-yl)[7-(3,4,5,6-tetrahydro-2H-pyran-4-yl)-6,7,8,9-tetrahydro-3H-pyrrolo[3,2-f]isoquinolin-2-yl]methanone NC1=C(C=NN1C=1C=NC(=CC1C)OC1=C(C=CC=C1F)F)C(=O)C1=CC2=C3CCN(CC3=CC=C2N1)C1CCOCC1